(R)-N-(6-(1H-pyrazol-4-yl)isoquinolin-1-yl)-4-(3H-[1,2,3]triazolo[4,5-b]pyridin-3-yl)-2-fluoro-N-(piperidin-3-yl)benzamide N1N=CC(=C1)C=1C=C2C=CN=C(C2=CC1)N(C(C1=C(C=C(C=C1)N1N=NC=2C1=NC=CC2)F)=O)[C@H]2CNCCC2